ethyl 2-(3-chloro-2-methoxy-phenyl)-2,2-difluoro-acetate ClC=1C(=C(C=CC1)C(C(=O)OCC)(F)F)OC